C(C)(C)(C)OC(=O)N1CC2(C1)CC(C2)N2CCN(CC2)C(=O)OCC2=CC=CC=C2.BrC2=C(C=CC(=C2)Cl)OCCOCCOC 2-bromo-4-chloro-1-[2-(2-methoxyethoxy)ethoxy]benzene tert-butyl-6-(4-((benzyloxy)carbonyl)piperazin-1-yl)-2-azaspiro[3.3]heptane-2-carboxylate